COC1=NC=C(C(=N1)OC)C1=NC(=NC(=C1)OCC(CO)(F)F)C 3-((2',4'-dimethoxy-2-methyl-[4,5'-bipyrimidin]-6-yl)oxy)-2,2-difluoropropan-1-ol